C(C)[C@]1(NC(N(C(C1)=O)C1CC(OC2=CC=C(C=C12)C(=O)N[C@H]1[C@@H](C(OC2=CC=CC=C12)(C)C)O)C)=N)C 4-[(4R)-4-ethyl-2-imino-4-methyl-6-oxo-hexahydropyrimidin-1-yl]-N-[(3S,4R)-3-hydroxy-2,2-dimethyl-chroman-4-yl]-2-methyl-chromane-6-carboxamide